tetrahydrophthalic dimethyl ester COC(C1C(C(=O)OC)CCC=C1)=O